(Z)-non-2-en-1-yl 8-((6-((4,4-bis(((Z)-oct-5-en-1-yl)oxy)butanoyl)oxy)hexyl)(2-hydroxyethyl)amino)octanoate C(CCC\C=C/CC)OC(CCC(=O)OCCCCCCN(CCCCCCCC(=O)OC\C=C/CCCCCC)CCO)OCCCC\C=C/CC